CS(=O)(=O)OC(C(C)C)OC1=CC=NN1 ((1H-pyrazol-5-yl) oxy)-2-methylpropyl methanesulfonate